2-chloro-6-fluoro-3-((3-fluoropropyl)sulfonylamino)benzoic acid ClC1=C(C(=O)O)C(=CC=C1NS(=O)(=O)CCCF)F